tert-butyl 6-(6-cyano-3-(2-(methoxymethoxy)phenyl)cinnolin-7-yl)-2-azaspiro[3.3]heptane-2-carboxylate C(#N)C=1C=C2C=C(N=NC2=CC1C1CC2(CN(C2)C(=O)OC(C)(C)C)C1)C1=C(C=CC=C1)OCOC